1-(6-methyl-5,7-dihydro-4H-benzothiophen-6-yl)pyrrolidine hydrochloride Cl.CC1(CC2=C(C=CS2)CC1)N1CCCC1